tert-butyl (R)-(1-(6-(3-carbamoyloxetan-3-yl)-5-fluoropyridin-3-yl)piperidin-3-yl)(cyclobutylmethyl)carbamate C(N)(=O)C1(COC1)C1=C(C=C(C=N1)N1C[C@@H](CCC1)N(C(OC(C)(C)C)=O)CC1CCC1)F